COC[C@H]1CN(CCN1C)C=1C=C(C2=C(C1C)OC(C=1CN(CCC12)C(=O)C1=CC=C(C(=O)NS(=O)(=O)N2CCCC2)C=C1)=O)C (R)-4-(8-(3-(methoxymethyl)-4-methylpiperazin-1-yl)-7,10-dimethyl-5-oxo-1,3,4,5-tetrahydro-2H-chromeno[3,4-c]pyridine-3-carbonyl)-N-(pyrrolidin-1-ylsulfonyl)benzamide